Ethyl (S,E)-2-((dipropylcarbamothioyl)thio)-3-(methyl(3-phenyl-3-(4-(trifluoromethyl)phenoxy)propyl)amino)acrylate C(CC)N(C(=S)S\C(\C(=O)OCC)=C\N(CC[C@H](OC1=CC=C(C=C1)C(F)(F)F)C1=CC=CC=C1)C)CCC